COC(=O)C1=CC2=C(S1)C(=CC=C2Br)C.COC2=CC=C(C=C2)C=2SC=CC2 1-methoxy-4-(2-thienyl)benzene methyl-4-bromo-7-methylbenzo[B]thiophene-2-carboxylate